1-(1-(5-(trifluoromethyl)pyrimidin-2-yl)piperidine-4-yl)cyclopropanecarboxylic acid FC(C=1C=NC(=NC1)N1CCC(CC1)C1(CC1)C(=O)O)(F)F